C(C)(C)C=1C=CC=C(C(=O)O)C1 5-isopropyl-benzoic acid